NC(C(=O)NCCCCCCCC\C=C/C\C=C/CCCCC)CC(=O)NCCCCCCCC\C=C/C\C=C/CCCCC 2-amino-N,N'-bis[(9Z,12Z)-octadeca-9,12-dienyl]butanediamide